C(C1=CC(C(=O)[O-])=CC(C(=O)OCC)=C1)(=O)OC methyl ethyl trimesate